C(=O)O.N[C@H]1CN(CC1)C(=O)N1CCN(CC1)C(=O)C1=C(C=C(C=C1)NC(=O)C=1N(C(=CN1)C=1C(=NN(C1)C1CC1)C(F)(F)F)C)Cl (R)-N-(4-(4-(3-aminopyrrolidine-1-carbonyl)piperazine-1-carbonyl)-3-chlorophenyl)-5-(1-cyclopropyl-3-(trifluoromethyl)-1H-pyrazol-4-yl)-1-methyl-1H-imidazole-2-carboxamide formate